C(=O)C1CC(C1)OC1CCN(CC1)C(=O)OC(C)(C)C tert-butyl 4-(3-formyl cyclobutoxy)piperidine-1-carboxylate